ClC=1C=C(C=CC1F)NC1=NC=NC2=CC(=C(C=C12)NC(C=C)=O)OCCCN1CCN(CC1)CC1=CC(=C(C=C1)N1C(NC(CC1)=O)=O)F N-(4-((3-chloro-4-fluorophenyl)amino)-7-(3-(4-(4-(2,4-dioxotetrahydropyrimidin-1(2H)-yl)-3-fluorobenzyl)piperazin-1-yl)propoxy)quinazolin-6-yl)acrylamide